4-{[(2S)-3,3-dimethylbut-2-yl]amino}-2-(methylsulfanyl)pyrimidine-5-carbaldehyde CC([C@H](C)NC1=NC(=NC=C1C=O)SC)(C)C